fluoroundecane FCCCCCCCCCCC